CN([S@](=O)C(C)(C)C)[C@H](C(F)(F)F)C1=CC=C(C=C1)C1CC(C2=C1C=NC=1N2N=C(C1)F)(C)C (R)-N,2-dimethyl-N-((1S)-2,2,2-trifluoro-1-(4-(2-fluoro-8,8-dimethyl-7,8-dihydro-6H-cyclopenta[e]pyrazolo[1,5-a]pyrimidin-6-yl)phenyl)ethyl)propane-2-sulfinamide